1-((2R,4R,5R)-3-(ethylsulfanyl)-4-hydroxy-5-(hydroxymethyl)tetrahydrofuran-2-yl)pyrimidine-2,4(1H,3H)-dione C(C)SC1[C@@H](O[C@@H]([C@H]1O)CO)N1C(NC(C=C1)=O)=O